C(C)N(CC)CC1=C(CNC(=O)C=2C=C(C=CC2)C(C(=O)N)CCCCCCCC(=O)N)C=CC=C1 (3-((2-((diethylamino)methyl)benzyl)carbamoyl)phenyl)sebacamide